BrC=1C=C(C(=NC1OCC(F)F)F)N 5-bromo-6-(2,2-difluoroethoxy)-2-fluoropyridin-3-amine